10-benzyl-2,8,10-triaza-dispiro[3.1.36.24]Undecane-1,7-dione C(C1=CC=CC=C1)N1C2(CC3(CNC3=O)C1)C(NC2)=O